FC(C1=CC=C(C=C1)N1C2=C(C=3C=C(C=CC13)C(=O)OCC)C=NC=C2)(F)F ethyl 5-[4-(trifluoromethyl)phenyl]-5H-pyrido[4,3-b]indole-8-carboxylate